bis-cyclopentadienyl-bis-phenoxyzirconium C1(C=CC=C1)[Zr](OC1=CC=CC=C1)(OC1=CC=CC=C1)C1C=CC=C1